N1(CCC1)C(CN1N=C(C2=NC=C(C=C21)C2=CC(=CC=C2)C(C)(F)F)F)=O 1-(Azetidin-1-yl)-2-[6-[3-(1,1-difluoroethyl)phenyl]-3-fluoro-pyrazolo[4,3-b]pyridin-1-yl]ethanone